Cl.NCCOCCNC(C1=C(C=C(C=C1)NC=1C=2N(C=CN1)C(=CN2)C=2C(=NN(C2)C2CCCC2)C(F)(F)F)CC)=O N-[2-(2-aminoethoxy)ethyl]-4-[[3-[1-cyclopentyl-3-(trifluoromethyl)pyrazol-4-yl]imidazo[1,2-a]pyrazin-8-yl]amino]-2-ethylbenzamide hydrochloride